OC[C@H]1OCCC1 (S)-2-hydroxymethyltetrahydrofuran